(E)-3-(4-(Benzyloxy)-3-(methoxymethoxy)phenyl)-1-(2-hydroxy-4-(methoxymethoxy)phenyl)prop-2-en-1-one C(C1=CC=CC=C1)OC1=C(C=C(C=C1)/C=C/C(=O)C1=C(C=C(C=C1)OCOC)O)OCOC